2-bromo-N-(3-(dimethylamino)propyl)-4-(8-hydroxyquinolin-6-yl)benzamide BrC1=C(C(=O)NCCCN(C)C)C=CC(=C1)C=1C=C2C=CC=NC2=C(C1)O